Cl.C(C)(C)(C)OC([C@@H](N)CC(=O)OC(C)(C)C)=O L-aspartic acid di-tertbutyl ester hydrochloride